1-[2-(3-chlorophenyl)ethyl]-4-[(4-methylsulfonylphenoxy)methyl]-2-methylpyrrolidine ClC=1C=C(C=CC1)CCN1C(CC(C1)COC1=CC=C(C=C1)S(=O)(=O)C)C